(E)-6,10-dimethyl-2-methylen-undec-5,9-dienol C\C(=C/CCC(CO)=C)\CCC=C(C)C